ClC1=C(C(=CC=C1F)F)CC(=O)O 2-Chloro-3,6-difluoro-phenylacetic acid